2-chloro-5-(2,6-dioxo-4-(trifluoromethyl)-3,6-dihydropyrimidin-1(2H)-yl)-4-fluoro-N-(N-isopropyl-N-methylsulfamoyl)benzamide ClC1=C(C(=O)NS(N(C)C(C)C)(=O)=O)C=C(C(=C1)F)N1C(NC(=CC1=O)C(F)(F)F)=O